9-(4-(5-methoxy-2-(1-methyl-1H-pyrazol-4-yl)-4-nitrophenyl)piperazin-1-yl)-3-azaspiro[5.5]undecane-3-carboxylic acid tert-butyl ester C(C)(C)(C)OC(=O)N1CCC2(CC1)CCC(CC2)N2CCN(CC2)C2=C(C=C(C(=C2)OC)[N+](=O)[O-])C=2C=NN(C2)C